5-ethyl-2-methoxy-4-(4-morpholinopiperidin-1-yl)aniline C(C)C=1C(=CC(=C(N)C1)OC)N1CCC(CC1)N1CCOCC1